1-(2'-Bromo-3'-hydroxy-[1,1'-biphenyl]-4-yl)-4-fluoro-1H-indazol-6-ol BrC1=C(C=CC=C1O)C1=CC=C(C=C1)N1N=CC2=C(C=C(C=C12)O)F